1-{6-[(4-Fluorophenyl)-methyl]-3,3-dimethyl-1H,2H,3H-pyrrolo[3,2-c]pyridin-1-yl}-2-[(2R,5R)-2-(methoxy-methyl)-5-methyl-piperazin-1-yl]ethan-1-one, hydrochloride salt Cl.FC1=CC=C(C=C1)CC1=CC2=C(C=N1)C(CN2C(CN2[C@H](CN[C@@H](C2)C)COC)=O)(C)C